4-carboxybenzylboronic acid C(=O)(O)C1=CC=C(CB(O)O)C=C1